C(CCCCC)C(C(=O)O)(CC(=O)O)S(=O)(=O)O hexyl-sulfosuccinic acid